2-(2-bromo-naphthalen-7-yl)Dibenzothiophene BrC1=CC2=CC(=CC=C2C=C1)C1=CC2=C(SC3=C2C=CC=C3)C=C1